OC1=CC=C(C=C)C=C1 L-4-hydroxystyrene